ClC=1C=C(CN2C(N(C=3N=C(N(C3C2=O)C)NC2=CC(=NC=C2)C2CC(C2)O)C)=O)C=CC1Cl 1-(3,4-dichlorobenzyl)-8-(2-(3-hydroxylcyclobutyl)pyridine-4-ylamino)-3,7-dimethyl-1H-purine-2,6(3H,7H)-dione